N-(2-(pyridin-2-yl)pyrimidin-5-yl)isonicotinamide N1=C(C=CC=C1)C1=NC=C(C=N1)NC(C1=CC=NC=C1)=O